N12C(C=CN2C=CC1)=O 1,5-diazabicyclo[3.3.0]octadienone